CC1=NC=C(C=C1CC(=O)OC(C)(C)C)C1=NN=C(N1COCC[Si](C)(C)C)C(F)(F)F tert-butyl 2-(2-methyl-5-(5-(trifluoromethyl)-4-((2-(trimethylsilyl)ethoxy)methyl)-4H-1,2,4-triazol-3-yl)pyridin-3-yl)acetate